C1(CC1)C=1SC(=C(N1)C1=CC=CC=C1)OC1=CC(=NC=C1)NC=1C=C(C=CC1)C(C)S(=O)(=O)N (3-((4-((2-cyclopropyl-4-phenylthiazol-5-yl)oxy)pyridin-2-yl)amino)phenyl)ethanesulfonamide